C1(CC1)C1=NN=C(O1)C1=NC(=NC2=C(C=C(C=C12)S(=O)(=O)NC1(CC1)C)N1C[C@@H](N[C@H](C1)C)C)C 4-(5-cyclopropyl-1,3,4-oxadiazol-2-yl)-8-((3S,5S)-3,5-dimethylpiperazin-1-yl)-2-methyl-N-(1-methylcyclopropyl)quinazoline-6-sulfonamide